C(CCCCCCC)(=O)[O-].[Sn+4] stannic monocaprylate